7-propylidene-bicyclo[4.1.0]heptane C(CC)=C1C2CCCCC12